2-(2'-hydroxy-3',5'-di-t-butyl-phenyl)-5-chloro-benzotriazole OC1=C(C=C(C=C1C(C)(C)C)C(C)(C)C)N1N=C2C(=N1)C=CC(=C2)Cl